[C@@H]12C(C[C@@H](CC1)C2)NC=2C1=C(N=C(N2)NC2=CC=C(C=3OCCOC32)C3=CC=NN3C)NC=C1C#N 4-(((1R,4S)-bicyclo[2.2.1]heptan-2-yl)amino)-2-((8-(1-methyl-1H-pyrazol-5-yl)-2,3-dihydrobenzo[b][1,4]dioxin-5-yl)amino)-7H-pyrrolo[2,3-d]pyrimidine-5-carbonitrile